N[C@@H](C)C(=O)N[C@@H](CCCCN)C(=O)O L-Alanyl-L-Lysine